Cl[C@H]1[C@@H]2CCCCN([C@H]12)C(=O)OC(C)(C)C tert-butyl (1S,7R,8S)-8-chloro-2-azabicyclo[5.1.0]octane-2-carboxylate